2-[(3-{6-[(4-cyano-2-fluorophenoxy)methyl]-3-fluoropyridin-2-yl}pyrrolidin-1-yl)methyl]-4-fluoro-1-{[(2S)-oxetan-2-yl]methyl}-1H-1,3-benzodiazole-6-carboxylic acid C(#N)C1=CC(=C(OCC2=CC=C(C(=N2)C2CN(CC2)CC2=NC3=C(N2C[C@H]2OCC2)C=C(C=C3F)C(=O)O)F)C=C1)F